C(=C)C=1N=C(NC1)S(=O)(=O)O vinyl-imidazolesulfonic acid